2-(5-methyl-2H-tetrazol-2-yl)acetamide CC=1N=NN(N1)CC(=O)N